D-glucosamine glutamate N[C@@H](CCC(=O)O)C(=O)O.OC1[C@H](N)[C@@H](O)[C@H](O)[C@H](O1)CO